monomethyl 2,2-dimethylmalonate CC(C(=O)OC)(C(=O)[O-])C